propoxypropylene C(CC)OC=CC